((2,4-dioxo-1,3-diazaspiro[4.4]nonane-7-yl)methyl)piperidine-1-sulfonamide O=C1NC2(C(N1)=O)CC(CC2)CC2N(CCCC2)S(=O)(=O)N